cinnoline-6-carboxamide N1=NC=CC2=CC(=CC=C12)C(=O)N